C(C)(C)(C)OC(=O)NC1=C(C(=NN1C(C)C)C1=CC=C(C=C1)CC(=O)O)C#N 2-[4-[5-(tert-Butoxycarbonylamino)-4-cyano-1-isopropyl-pyrazol-3-yl]phenyl]acetic acid